P(O)(=O)(OP(=O)(O)OP(=O)(O)O)OC[C@@H]1CC[C@@H](O1)N1C(=O)NC(=O)C(C)=C1.NC=1SC2=C(N1)C(=CC=C2)C2=C(C=C1C(=NC(=NC1=C2F)N2CC(C2)N2CCC(CC2)O)N2CCNCC2)Cl 1-[1-[7-(2-amino-1,3-benzothiazol-4-yl)-6-chloro-8-fluoro-4-piperazin-1-yl-quinazolin-2-yl]azetidin-3-yl]piperidin-4-ol 3'-deoxythymidine-5'-triphosphate